NCC(=O)N1CCCC2=CC=CC=C12 2-amino-(1,2,3,4-tetrahydroquinolin-1-yl)ethanone